ClC1=C(C=CC(=C1)C#C)[C@@H](C)NC(=O)[C@H]1N(C[C@@H](C1)O)C(=O)OC(C)(C)C tert-butyl (2S,4R)-2-[[(1R)-1-(2-chloro-4-ethynyl-phenyl)ethyl]carbamoyl]-4-hydroxy-pyrrolidine-1-carboxylate